2-ethyl-4-propyl-2,3,4,6,7,8-hexahydro-5H-chromen-5-one C(C)C1OC=2CCCC(C2C(C1)CCC)=O